(+/-)-7-(2-methoxy-3-pyridyl)-4,4-dimethyl-3,5-dihydro-2H-azepine-1-carbaldehyde COC1=NC=CC=C1C1=CCC(CCN1C=O)(C)C